Cl.C(C)(C)OC(C(C1=CC=C(C=C1)[C@@H](CCCN1CCC(CC1)C(C1=CC=CC=C1)(C1=CC=CC=C1)O)O)(C)C)=O |r| (±)-4-[1-hydroxy-4-[4-(hydroxydiphenylmethyl)-1-piperidinyl]-butyl]-α,α-dimethylbenzeneacetic acid isopropyl ester hydrochloride